FC1=C(C=2C=NC(=NC2C=C1C1=C(C2=C(OCCN2)N=C1)C)NC1=CC=C(C=C1)S(=O)C)N 6-fluoro-7-(8-methyl-2,3-dihydro-1H-pyrido[2,3-b][1,4]oxazin-7-yl)-N~2~-[4-(methylsulfinyl)phenyl]quinazoline-2,5-diamine